N-[3-Nitro-4-(2-phenylsulfanylethylamino)phenyl]Sulfonyl-benzamide [N+](=O)([O-])C=1C=C(C=CC1NCCSC1=CC=CC=C1)S(=O)(=O)NC(C1=CC=CC=C1)=O